CS(=O)(=O)C=1C=CC(=NC1)NCC#CC=1N(C2=CC=CC(=C2C1)NC1CCS(CC1)(=O)=O)CC(F)(F)F 4-[(2-{3-[(5-methanesulfonylpyridin-2-yl)amino]prop-1-yn-1-yl}-1-(2,2,2-trifluoroethyl)-1H-indol-4-yl)amino]-1λ6-thiane-1,1-dione